CC1=NC(=CC(=N1)NC1=CC2=C(C=N1)C(NN2C2=CC(=CC=C2)F)=O)C 6-((2,6-dimethylpyrimidin-4-yl)amino)-1-(3-fluorophenyl)-1,2-dihydro-3H-pyrazolo[4,3-c]pyridin-3-one